ClC1=NC=CC2=CC=CC=C12 1-chloroisoquinoline